7-Cyclopentyl-2-[5-(4-dimethylaminopiperidine-1-carbonyl)-pyridin-2-ylamino]-7H-pyrrolo[2,3-d]pyrimidine-6-carboxylic acid dimethylamide CN(C(=O)C1=CC2=C(N=C(N=C2)NC2=NC=C(C=C2)C(=O)N2CCC(CC2)N(C)C)N1C1CCCC1)C